2-(6-{5-chloro-2-[(oxan-4-yl)amino]pyrimidin-4-yl}-1-oxo-2,3-dihydro-1H-isoindol-2-yl)-N-[(1R)-2-hydroxy-1-(thiophen-2-yl)ethyl]acetamide ClC=1C(=NC(=NC1)NC1CCOCC1)C1=CC=C2CN(C(C2=C1)=O)CC(=O)N[C@H](CO)C=1SC=CC1